4-(3-cyano-6-(1-methyl-1H-pyrazol-4-yl)pyrazolo[1,5-a]pyridin-4-yl)-N-((6-(4-fluoro-1H-pyrazol-1-yl)pyridin-3-yl)methyl)-1H-pyrazole-1-carboxamide C(#N)C=1C=NN2C1C(=CC(=C2)C=2C=NN(C2)C)C=2C=NN(C2)C(=O)NCC=2C=NC(=CC2)N2N=CC(=C2)F